COC=1C=C2CC(C(C2=CC1)=O)(C)C 5-methoxy-2,2-dimethyl-2,3-dihydro-1H-inden-1-one